C(C)C(C(O)(O)O)(CC)CC.C(C)(OCC)(OCC)OCC triethyl orthoacetate (triethyl orthoacetate)